CSC1=CC=C(C=C1)[C@@H](CC1=CC=CC=C1)\N=C(\C1=CC=C(C=C1)C(F)(F)F)/C#N (R,Z)-N-(1-(4-(methylthio)phenyl)-2-phenylethyl)-4-(trifluoromethyl)benzimidoyl cyanide